ClC=1C=C2C(=NC(=NC2=C(C1C1=CC=CC2=C1N=C(S2)N)F)N2CC(C2)N(C)OC)N2CCNCC2 4-[6-chloro-8-fluoro-2-[3-[methoxy(methyl)amino]azetidin-1-yl]-4-piperazin-1-yl-quinazolin-7-yl]-1,3-benzothiazol-2-amine